C(=O)=NS(=O)(=O)F N-carbonyl-fluorosulfonamide